nonanoic acid octyl ester C(CCCCCCC)OC(CCCCCCCC)=O